COC(C(OC)OC1=NN(C(=C1)C=1C=NC(=CC1)F)C1=NC=CC=C1SC)=O ({5-(6-Fluoropyridin-3-yl)-1-[3-(methylthio)pyridin-2-yl]-1H-pyrazol-3-yl}oxy)(methoxy)acetic acid methyl ester